I.C(C1=CC=CC=C1)OC1=CC=C2C(C[C@H]3CCCN([C@@H]3C2)CCC)=C1O (4aR,10aR)-7-(benzyloxy)-1-propyl-1,2,3,4,4a,5,10,10a-octahydrobenzo[g]quinolin-6-ol hydroiodide